tert-Butyl 4-cyano-2-azabicyclo[2.1.1]hexane-2-carboxylate C(#N)C12CN(C(C1)C2)C(=O)OC(C)(C)C